(1-(2-(1H-indol-3-yl)ethyl)-6,7-dimethoxy-3,4-dihydroisoquinoline-2(1H)-yl)(tetrahydro-2H-pyran-4-yl)ketone N1C=C(C2=CC=CC=C12)CCC1N(CCC2=CC(=C(C=C12)OC)OC)C1OCCC(C1)C(=O)C1CC(OCC1)N1C(C2=CC(=C(C=C2CC1)OC)OC)CCC1=CNC2=CC=CC=C12